ethyl (R)-1-(1-((tert-butoxycarbonyl)amino)propan-2-yl)-3-(4-fluorophenyl)-1H-pyrazole-5-carboxylate C(C)(C)(C)OC(=O)NC[C@@H](C)N1N=C(C=C1C(=O)OCC)C1=CC=C(C=C1)F